2-(morpholin-4-yl)pyridine-3-carboxylic acid N1(CCOCC1)C1=NC=CC=C1C(=O)O